C[C@@H]1N(CCN(C1)C)C(=O)Cl (S)-2,4-dimethylpiperazine-1-carboxylic acid chloride